N-(2-fluorophenyl)-2,4-dihydroxy-5-isopropyl-N-propylbenzamide FC1=C(C=CC=C1)N(C(C1=C(C=C(C(=C1)C(C)C)O)O)=O)CCC